C(=O)C1=C(N=C(N1CC1=CC=C(C=C1)C1=C(SC(=C1)CCC)NS(=O)(=O)C(=O)OC)C1=CC=CC=C1)OC 5-formyl-4-methoxy-2-phenyl-1-[[4-[2-(methoxycarbonylsulphonamido)-5-n-propyl-3-thienyl]phenyl]methyl]imidazole